3,6-Dimethyl-5-(piperazin-1-yl)-2,3-dihydro-1,4-benzodioxine CC1OC2=C(OC1)C=CC(=C2N2CCNCC2)C